(5S)-5-phenyl-2-(1-{[3-(trifluoromethyl)phenyl]sulfonyl}piperidin-4-yl)-2,5,6,7-tetrahydro-3H-pyrrolo[2,1-c][1,2,4]triazol-3-one C1(=CC=CC=C1)[C@@H]1CCC2=NN(C(N21)=O)C2CCN(CC2)S(=O)(=O)C2=CC(=CC=C2)C(F)(F)F